(E)-3-(2-(5-chloro-2-hydroxy-3-methoxybenzylidene)hydrazinyl)benzo[d]isothiazole 1,1-dioxide ClC=1C=C(C(=C(\C=N\NC2=NS(C3=C2C=CC=C3)(=O)=O)C1)O)OC